FC1=C(OCC(=O)O)C=CC(=C1)SCN1N=CN(C1=O)C1=CC=C(C=C1)C(F)(F)F 2-(2-Fluoro-4-(((5-oxo-4-(4-(trifluoromethyl)phenyl)-4,5-dihydro-1H-1,2,4-triazol-1-yl)methyl)thio)phenoxy)acetic acid